2-(8-Fluoro-6-(5-fluoro-2-((5-(piperidin-4-yl)pyrimidin-2-yl)amino)pyrimidin-4-yl)quinolin-4-yl)propan-2-ol trihydrochloride Cl.Cl.Cl.FC=1C=C(C=C2C(=CC=NC12)C(C)(C)O)C1=NC(=NC=C1F)NC1=NC=C(C=N1)C1CCNCC1